(R)-5-phenyl-2-((1S,3S)-3-phenylcyclobutyl)-5,6-dihydrooxazolo[2,3-c][1,2,4]triazol-3(2H)-one C1(=CC=CC=C1)[C@@H]1COC2=NN(C(N21)=O)C2CC(C2)C2=CC=CC=C2